N-{5-[4-(1H-pyrazol-4-yl)-1H-pyrrolo[2,3-c]pyridin-7-yl][1,3]thiazolo[5,4-d][1,3]thiazol-2-yl}octahydroindolizin-7-amine N1N=CC(=C1)C1=C2C(=C(N=C1)C=1SC3=C(N1)SC(=N3)NC3CCN1CCCC1C3)NC=C2